C(C)(C)(C)C1=CC=C(CC(C=O)C)C=C1 4-tert-butyl-α-methyldihydrocinnamaldehyde